6-hydroxy-1-methyl-4-[4-methyl-4-(5-methyl-1,3-benzoxazol-2-yl)piperidin-1-yl]-2-oxo-1,2-dihydroquinoline-3-carbonitrile OC=1C=C2C(=C(C(N(C2=CC1)C)=O)C#N)N1CCC(CC1)(C=1OC2=C(N1)C=C(C=C2)C)C